OC(=C)C 2-hydroxypropylene